C(#N)C=1C=C2COC(C2=CC1)(C1=CC(=C(C=C1)F)C)CCCN(CC(=O)O)C N-{3-[5-cyano-1-(3-methyl-4-fluorophenyl)-1,3-dihydroisobenzofuran-1-yl]-1-propyl}-N-methylglycine